C(C1=CC=CC=C1)(=O)OC1C[C@H]2[C@@H]3O[C@@H]3[C@@H](C1)N2C(=O)OCC (1R,2R,4S,5S,7R)-ethyl 7-(benzoyloxy)-3-oxa-9-azatricyclo[3.3.1.02,4]nonane-9-carboxylate